NC1=CC(=NC(=C1C=O)Cl)C 4-amino-2-chloro-6-methylnicotinaldehyde